Z-3-methylbutyric acid-3-hexenyl ester C(CC=CCC)OC(CC(C)C)=O